3-((1-(1-(4-Methoxybenzyl)-6-oxo-5-(trifluoromethyl)-1,6-dihydropyridazin-4-yl)pyrrolidine-2-yl)methoxy)propionic acid COC1=CC=C(CN2N=CC(=C(C2=O)C(F)(F)F)N2C(CCC2)COCCC(=O)O)C=C1